NC1=C(C2=C(S1)C(=CC=C2C2=C(C=C1C(=NC(=NC1=C2F)OC[C@]21CCCN1C[C@@H](C2)F)N2CC1(CCNC1)CCC2)Cl)F)C#N 2-amino-4-(6-chloro-8-fluoro-2-(((2R,7aS)-2-fluorotetrahydro-1H-pyrrolizin-7a(5H)-yl)methoxy)-4-(2,7-diazaspiro[4.5]decan-7-yl)quinazolin-7-yl)-7-fluorobenzo[b]thiophene-3-carbonitrile